F[C@H]1C[C@H](N2N=C(N=C21)SC2(CC2)C(=O)O)C2=CC=CC=C2 1-[[(5S,7S)-7-fluoro-5-phenyl-6,7-dihydro-5H-pyrrolo[1,2-b][1,2,4]triazol-2-yl]sulfanyl]cyclopropanecarboxylic acid